methyl 2-((1-(2-fluorophenyl)ethyl)((5-(trifluoromethyl)pyridin-2-yl)methyl)amino)-2-oxoacetate FC1=C(C=CC=C1)C(C)N(C(C(=O)OC)=O)CC1=NC=C(C=C1)C(F)(F)F